C1(=CC(=CC=C1)C1=NC(=NC(=N1)C1=CC=C(C=C1)C1=C(C=CC2=CC=CC=C12)Cl)C1=CC=CC=C1)C1=CC=CC=C1 2-([1,1'-biphenyl]-3-yl)-4-(4-(2-chloronaphthalen-1-yl)phenyl)-6-phenyl-1,3,5-triazine